5-bromo-3-ethenyl-1-[[2-(trimethylsilyl)ethoxy]methyl]pyrazolo[3,4-b]pyridine BrC=1C=C2C(=NC1)N(N=C2C=C)COCC[Si](C)(C)C